ClC=1C=C(C=CC1)N1C(=NC2=C1C=C(C=C2)N2CCN(CC2)C)C#C[Si](C(C)C)(C(C)C)C(C)C 1-(3-chlorophenyl)-6-(4-methylpiperazin-1-yl)-2-((triisopropylsilyl)ethynyl)-1H-benzo[d]imidazole